C1(=CC=CC=C1)SN1C(N(C2=C1C=CC=C2)SC2=CC=CC=C2)=O 1,3-bis(phenylthio)-1H-benzo[d]imidazol-2(3H)-one